C(C)(=O)O.C(C)(=O)O.C(C)(=O)O.C(C)(=O)O.C(C(=O)O)(=O)O oxalic acid tetraacetate